CNC1=CC=C(C(=O)N[C@@H](CCC(=O)O)C(=O)O)C=C1 L-p-methylaminobenzoyl-glutamic acid